4-(6,7-dichloro-1-(P)-(2-isopropyl-4-methylpyridin-3-yl)-2-oxo-1,2-dihydropyrido[2,3-d]pyrimidin-4-yl)-2,5-dimethylpiperazine-1-carboxylate ClC1=CC2=C(N(C(N=C2N2CC(N(CC2C)C(=O)[O-])C)=O)C=2C(=NC=CC2C)C(C)C)N=C1Cl